1,19-nonadecanediamine C(CCCCCCCCCCCCCCCCCCN)N